BrC1=CC=C(C=N1)OCC(=O)OC(C)(C)C t-butyl [(6-bromopyridin-3-yl)oxy]acetate